ClC1=C(OC=2N=CC=C3C(=C(N=C(C23)OC(C(F)(F)F)C)N2N=C(N(C2=O)CC)CO)F)C(=CC=C1)F 2-(8-(2-Chloro-6-fluorophenoxy)-4-fluoro-1-((1,1,1-trifluoropropan-2-yl)oxy)-2,7-naphthyridin-3-yl)-4-ethyl-5-(hydroxymethyl)-2,4-dihydro-3H-1,2,4-triazol-3-one